C[C@H](C(=O)O[C@H]1CCC=C2C=C[C@H]([C@@H]([C@@H]12)CC[C@H]1OC(C[C@@H](C1)O)=O)C)CC (1S,7R,8S,8aR)-8-{2-[(2R,4R)-4-hydroxy-6-oxotetrahydro-2H-pyran-2-yl]ethyl}-7-methyl-1,2,3,7,8,8a-hexahydronaphthalen-1-yl (2S)-2-methylbutanoate